[(2R,3S,4R,5R)-5-[2-cyano-4-(cyclopentyl-amino)pyrrolo[2,3-d]-pyrimidin-7-yl]-3,4-dihydroxy-tetrahydro-furan-2-yl]methoxy-methylphosphonic acid C(#N)C=1N=C(C2=C(N1)N(C=C2)[C@H]2[C@@H]([C@@H]([C@H](O2)COCP(O)(O)=O)O)O)NC2CCCC2